ClC1=CC2=C(N=C(O2)SCC2=CC=C(C=C2)C)C=C1 6-chloro-2-((4-methylbenzyl)thio)benzo[d]oxazole